(S)-10-fluoro-9-((4-((2-hydroxy-1-phenylethyl)amino)-5-(3-(quinuclidin-4-yl)-1,2,4-oxadiazol-5-yl)pyrimidin-2-yl)amino)-2H,4H,6H-[1,3,4,5]oxathiadiazino[4,5-a]indazol-6-one 1,1-dioxide FC=1C(=CC=C2C(N3N(C12)S(COC3)(=O)=O)=O)NC3=NC=C(C(=N3)N[C@H](CO)C3=CC=CC=C3)C3=NC(=NO3)C31CCN(CC3)CC1